(M)-6-chloro-7-(2-fluoro-6-hydroxyphenyl)-1-(2-(2-propanyl)phenyl)-4-(4-(2-propenoyl)-1-piperazinyl)pyrido[2,3-d]pyrimidin-2(1H)-one ClC1=CC2=C(N(C(N=C2N2CCN(CC2)C(C=C)=O)=O)C2=C(C=CC=C2)C(C)C)N=C1C1=C(C=CC=C1O)F